NC1=NC=C(C=C1O[C@@H](C)C=1C=C(C(=O)NC2=CC(=CC=C2)CC)C=CC1)Cl (S)-3-(1-((2-amino-5-chloropyridin-3-yl)oxy)ethyl)-N-(3-ethylphenyl)benzamide